tert-Butyl glycolate C(CO)(=O)OC(C)(C)C